ClCC1=NC(=NO1)C1=C(C=CC=C1)Cl 5-(chloromethyl)-3-(2-chlorophenyl)-1,2,4-oxadiazole